(S)-2-acetyl-N'-((1,2,3,5,6,7-hexahydro-s-indacen-4-yl)carbamoyl)-thiazole-5-sulfonimidamide C(C)(=O)C=1SC(=CN1)[S@](=O)(N)=NC(NC1=C2CCCC2=CC=2CCCC12)=O